FC(S(=O)(=O)OC1=CC(=C2C=CC=NC2=C1)C1(CC1)NC(C1=C(C=CC(=C1)OCC(C)N(C)C(=O)OC(C)(C)C)C)=O)(F)F 5-(1-(5-(2-((tert-butoxycarbonyl)(methyl)amino)propoxy)-2-methylbenzamido)cyclopropyl)quinolin-7-yl trifluoromethanesulfonate